Ethyl (1r,4r)-4-(4-(4-chloro-3-(2,4-dioxotetrahydropyrimidin-1(2H)-yl)benzoyl)piperazin-1-yl)cyclohexane-1-carboxylate ClC1=C(C=C(C(=O)N2CCN(CC2)C2CCC(CC2)C(=O)OCC)C=C1)N1C(NC(CC1)=O)=O